6,6'-dimethyl-3,3'-bipyridazine CC1=CC=C(N=N1)C=1N=NC(=CC1)C